methyl 7-(1-(adamantan-1-ylmethyl)-5-methyl-1H-pyrazol-4-yl)-2,2-dimethyl-3-oxo-3,4-dihydro-2H-pyrido[3,2-b][1,4]oxazine-8-carboxylate C12(CC3CC(CC(C1)C3)C2)CN2N=CC(=C2C)C2=C(C=3OC(C(NC3N=C2)=O)(C)C)C(=O)OC